C(C)(C)(C)OC(=O)N1CC(C1)C1=CC(=C(C(=C1)OC1CC1)N)C 1-t-butyloxycarbonyl-3-(4-amino-5-cyclopropyloxy-3-methylphenyl)azetidine